phosphoribosylaminobenzoate P(=O)(O)(O)C=1C(=C(C(=O)[O-])C=CC1)NC1[C@H](O)[C@H](O)[C@H](O1)CO